2-{6-[3-(cyclobutylamino)-3-methylpyrrolidin-1-yl]pyridazin-3-yl}-5-(2-methyl-1,3-thiazol-5-yl)phenol C1(CCC1)NC1(CN(CC1)C1=CC=C(N=N1)C1=C(C=C(C=C1)C1=CN=C(S1)C)O)C